2'-O-propynyl-adenosine C(#CC)O[C@H]1[C@@H](O[C@@H]([C@H]1O)CO)N1C=NC=2C(N)=NC=NC12